NC=1N=NC(=CC1OC1CN(CCC1)C1=CC=C(C=C1)N1CCN(CC1)CCCCCCCCCN1N=NC(=C1)CCNC1=C2C(N(C(C2=CC=C1)=O)C1C(NC(CC1)=O)=O)=O)C1=C(C=CC=C1)O 4-[2-[1-[9-[4-[4-[3-[3-amino-6-(2-hydroxyphenyl)pyridazin-4-yl]oxy-1-piperidyl]phenyl]piperazin-1-yl]nonyl]triazol-4-yl]ethylamino]-2-(2,6-dioxo-3-piperidyl)isoindoline-1,3-dione